C(C)C1=C(N)C(=CC(=C1)O)CC 2,6-diethyl-4-hydroxyaniline